(R)-N-((S)-6-fluoro-8-methyl-4-oxo-2,3,4,5-tetrahydrobenzo[b][1,4]oxazepin-3-yl)-5-isopropyl-5,6,7,8-tetrahydro-[1,2,4]triazolo[1,5-a]pyridine-2-carboxamide FC1=CC(=CC=2OC[C@@H](C(NC21)=O)NC(=O)C2=NN1C(CCC[C@@H]1C(C)C)=N2)C